NC=1C=NC=C(C1C1=CC(=C(C(=O)NC=2C=C(C(=NC2)C(=O)NCC=2OC(=NN2)C)Cl)C=C1F)Cl)C#C 5-(4-(3-amino-5-ethynylpyridin-4-yl)-2-chloro-5-fluorobenzamido)-3-chloro-N-((5-methyl-1,3,4-oxadiazol-2-yl)methyl)pyridinecarboxamide